OC1=C(C=C2C(N(C(N2C)=[Se])CCCCCF)=O)C=CC(=C1)O 5-(2,4-dihydroxybenzylidene)-3-(5-fluoropentyl)-1-methyl-2-selenoxoimidazolidin-4-one